3-[(5s,7s)-7-fluoro-5-phenyl-6,7-dihydro-5H-pyrrolo[1,2-b][1,2,4]triazol-2-yl]propionitrile F[C@H]1C[C@H](N2N=C(N=C21)CCC#N)C2=CC=CC=C2